C1(CCCC1)CN1CCC(CC1)N(C=1C=C(C=CC1)O)C1=CSC=C1 3-((1-(Cyclopentylmethyl)piperidin-4-yl)(thiophen-3-yl)amino)phenol